5-bromo-3-(1H-indol-6-yl)-1-((2-(trimethylsilyl)ethoxy)methyl)-1H-pyrazolo[3,4-b]pyridine BrC=1C=C2C(=NC1)N(N=C2C2=CC=C1C=CNC1=C2)COCC[Si](C)(C)C